CC=1C=C(C[C@@]2(NCCC2)C(=O)O)C=CC1 α-(3-methylbenzyl)-proline